3-[1-(difluoromethylene)-4-hydroxy-2,3-dihydro-1H-inden-5-yl]-6-{[(3R)-1-(3,3-difluorocyclobutyl)hexahydropyridin-3-yl]amino}-4-methyl-4H,5H-1,2,4-triazin-5-one FC(=C1CCC2=C(C(=CC=C12)C1=NN=C(C(N1C)=O)N[C@H]1CN(CCC1)C1CC(C1)(F)F)O)F